C(C)(=O)N(C=1C(=C(C(=C(C1I)C(=O)NCC(CO)O)I)C(=O)NCC(CO)O)I)CC(CO)O 5-[acetyl-(2,3-dihydroxypropyl)-amino]-N,N'-bis(2,3-dihydroxypropyl)-2,4,6-triiodo-1,3-benzenedicarboxamide